5-(2-methoxyphenyl)-7-methyl-N-(4-(morpholin-4-yl)phenyl)-4-oxo-4,5-dihydropyrazolo[1,5-a]pyrazine-3-carboxamide COC1=C(C=CC=C1)N1C(C=2N(C(=C1)C)N=CC2C(=O)NC2=CC=C(C=C2)N2CCOCC2)=O